C1(CCCCC1)C1=CC=C(C=C1)C=1NC=2N(C(C1)=O)N=CC2C(=O)N2[C@H]([C@H](C2)CF)C 5-(4-cyclohexylphenyl)-3-[(2S,3S)-3-(fluoromethyl)-2-methyl-azetidine-1-carbonyl]-4H-pyrazolo[1,5-a]Pyrimidin-7-one